3-((S)-1-cyclopropyl-4,4,4-trifluorobutyl)-1-ethyl-1-((R)-1-(6-methoxy-5-(8-methoxyimidazo[1,2-a]pyrazin-6-yl)pyridin-3-yl)ethyl)urea C1(CC1)[C@H](CCC(F)(F)F)NC(N([C@H](C)C=1C=NC(=C(C1)C=1N=C(C=2N(C1)C=CN2)OC)OC)CC)=O